2-Octyldecyl (2S)-2-(((((2R,3S,5R)-5-(6-amino-2-fluoro-9H-purin-9-yl)-2-ethynyl-3-hydroxytetra-hydrofuran-2-yl)methoxy)-(phenoxy)phosphoryl)-amino)-3-(3,5-difluorophenyl)propanoate NC1=C2N=CN(C2=NC(=N1)F)[C@H]1C[C@@H]([C@@](O1)(C#C)COP(=O)(OC1=CC=CC=C1)N[C@H](C(=O)OCC(CCCCCCCC)CCCCCCCC)CC1=CC(=CC(=C1)F)F)O